N-(3-Isopropyl-1-methyl-4-piperidyl)-6-[3-(2-methoxy-4-methylsulfonyl-anilino)prop-1-ynyl]-1-(2,2,2-trifluoroethyl)benzimidazole-4-carboxamide C(C)(C)C1CN(CCC1NC(=O)C1=CC(=CC=2N(C=NC21)CC(F)(F)F)C#CCNC2=C(C=C(C=C2)S(=O)(=O)C)OC)C